ClC=1N=C(C2=C(N1)C(=C(N=C2)Cl)F)N2CCS(CC2)=O 4-(2,7-dichloro-8-fluoropyrido[4,3-d]pyrimidin-4-yl)thiomorpholin 1-oxide